OC1=C(C(=O)NC=2C=C3C=CN(C3=CC2)C)C=C(C(=C1)O)C(C)C 2,4-dihydroxy-5-isopropyl-N-(1-methyl-1H-indol-5-yl)benzamide